5-{4-chloro-3-[(piperidin-4-yl)amino]phenyl}-1,3,4-oxadiazol ClC1=C(C=C(C=C1)C1=NN=CO1)NC1CCNCC1